FC1=C(C=CC=C1)N1N=NC(=C1)[C@H](CC)N1C=C(C2=C1N=CN=C2N)C=2C=NC(=NC2)C(F)(F)F 7-{(1S)-1-[1-(2-fluorophenyl)-1H-1,2,3-triazol-4-yl]propyl}-5-[2-(trifluoromethyl)pyrimidin-5-yl]-7H-pyrrolo[2,3-d]pyrimidin-4-amine